7-(3-(trifluoromethyl)azetidin-1-yl)pyrido[2,3-d]pyrimidine-6-carboxamide FC(C1CN(C1)C=1C(=CC2=C(N=CN=C2)N1)C(=O)N)(F)F